[I-].N1C=C(C2=CC=CC=C12)/C=C/C1=CCN(C=C1)C E-4-(1H-indol-3-yl-vinyl)-N-methylpyridine iodide